COC=1C=NC(=NC1)N1CCN(CC1)C(=O)C=1N=C(C2=C(N1)OC(=C2)C)NC2(CC2)C [4-(5-methoxypyrimidin-2-yl)piperazine-1-carbonyl]-6-methyl-N-(1-methylcyclopropyl)furo[2,3-d]pyrimidin-4-amine